BrCC1=CC=C(C=C1)C(C(=O)N)C 2-(4-(bromomethyl)phenyl)propanamide